FC(S(=O)(=O)N1CC2=C(CC1)OC(=C2)S(=O)(=O)Cl)(F)F 5-trifluoromethanesulfonyl-4H,6H,7H-furo[3,2-c]pyridine-2-sulfonyl chloride